C1(CC1)C1=NNC=C1NC(OC(C)(C)C)=O tert-Butyl (3-cyclopropyl-1H-pyrazol-4-yl)carbamate